7-[1-(1-Cyano-4-piperidyl)-5-methyl-pyrazol-4-yl]-5-[(1R)-1-(5-fluoro-2-pyridyl)ethoxy]imidazo[1,2-c]pyrimidine-3-carbonitrile C(#N)N1CCC(CC1)N1N=CC(=C1C)C1=CC=2N(C(=N1)O[C@H](C)C1=NC=C(C=C1)F)C(=CN2)C#N